COC=1C(N(C=CC1)C=1C=NC(=CC1)N[C@@H]1C[C@H](CC1)NC=1SC2=NC=CC=C2N1)=O 3-Methoxy-6'-(((1S,3S)-3-(thiazolo[5,4-b]pyridin-2-ylamino)cyclopentyl)amino)-2H-[1,3'-bipyridin]-2-one